N-[[1-[(1R)-3-(hydroxyamino)-1-(2-naphthylmethyl)-3-oxo-propyl]triazol-4-yl]methyl]benzamide ONC(C[C@@H](CC1=CC2=CC=CC=C2C=C1)N1N=NC(=C1)CNC(C1=CC=CC=C1)=O)=O